6-(4-methylpiperidin-1-yl)-5-(trifluoromethyl)pyridin-3-amine CC1CCN(CC1)C1=C(C=C(C=N1)N)C(F)(F)F